C(C)(C)(C)OC(=O)NNC(C1=CC=C(C=C1)[N+](=O)[O-])=O N'-[(tert-butoxy)carbonyl]-4-nitrobenzohydrazide